fluoro-2-(ethoxydifluoromethyl)-propane FCC(C)C(F)(F)OCC